2-cyclopropyl-pyrimidine-5-carboxamide C1(CC1)C1=NC=C(C=N1)C(=O)N